oxygen vanadium-aluminum [Al].[V].[O]